sodium triacetoxy tetrahydroborate C(C)(=O)O[BH-](OC(C)=O)OC(C)=O.[Na+]